N-acetonyl-N-tert-butoxycarbonyl-4-p-tolylthiobutanamide C(C(=O)C)N(C(CCCC1=CC=C(C=C1)C)=S)C(=O)OC(C)(C)C